N-ethylphenyldithiocarbamate C(C)N(C([S-])=S)C1=CC=CC=C1